(S)-1-(3,4-difluorophenyl)-5-(5-(3,5-dimethylisoxazol-4-yl)-1-((1s,4R)-4-hydroxycyclohexyl)-1H-benzo[d]imidazol-2-yl)pyrrolidin-2-one FC=1C=C(C=CC1F)N1C(CC[C@H]1C1=NC2=C(N1C1CCC(CC1)O)C=CC(=C2)C=2C(=NOC2C)C)=O